N1=C(C(=CC2=CC=C3C=CC=NC3=C12)N)N phenanthroline-2,3-diamine